ClC=1C(=C(C=CC1)[C@@H](C(F)(F)F)N[S@](=O)C(C)(C)C)F (R)-N-((S)-1-(3-chloro-2-fluorophenyl)-2,2,2-trifluoroethyl)-2-methylpropane-2-sulfinamide